[Hg](I)I Mercury(II) iodide